6-(5-(1-(2-(Dimethylamino)-2-oxoethyl)piperidin-4-yl)-3-isopropyl-1H-indol-2-yl)-N,8-dimethylimidazo[1,2-a]pyridin-2-carboxamid CN(C(CN1CCC(CC1)C=1C=C2C(=C(NC2=CC1)C=1C=C(C=2N(C1)C=C(N2)C(=O)NC)C)C(C)C)=O)C